C(C)C(COC(C(CC(=O)OCC(CCCC)CC)S(=O)(=O)[O-])=O)CCCC 1,4-bis(2-ethylhexyloxy)-1,4-dioxobutane-2-sulfonate